behenyl-dimethylethylammonium chloride [Cl-].C(CCCCCCCCCCCCCCCCCCCCC)[N+](CC)(C)C